2-[(2S)-2-aminopropyl]-5-chloro-N-[(5-fluoro-1,3-thiazol-2-yl)methyl]-3-methylthieno[3,2-b]pyridin-7-amine dihydrochloride Cl.Cl.N[C@H](CC1=C(C2=NC(=CC(=C2S1)NCC=1SC(=CN1)F)Cl)C)C